2-chloro-phenylboronic acid ClC1=C(C=CC=C1)B(O)O